FC=1C=C2CC[C@@H](C2=CC1)N[S@@](=O)C(C)(C)C (S)-N-((S)-5-fluoro-2,3-dihydro-1H-inden-1-yl)-2-methylpropan-2-sulfinamide